1-(2-fluoroethyl)-2-iodo-1H-indol-4-amine FCCN1C(=CC=2C(=CC=CC12)N)I